N=1N2C(C(NC1)=O)=CC=C2 pyrrolo[2,1-f][1,2,4]triazin-4(3H)-one